N-((5-chloro-3-fluoropyridin-2-yl)methyl)-2-methylpropane-2-sulfinamide ClC=1C=C(C(=NC1)CNS(=O)C(C)(C)C)F